N-(5-carbamoyl-4-fluoro-2-methyl-phenyl)-2-fluoro-6-[2-methoxy-4-(trifluoromethoxy)phenoxy]-3-(trifluoromethyl)benzamide C(N)(=O)C=1C(=CC(=C(C1)NC(C1=C(C(=CC=C1OC1=C(C=C(C=C1)OC(F)(F)F)OC)C(F)(F)F)F)=O)C)F